3-chloro-5-methyl-pyrazolo[1,5-a]pyrimidin-6-ol ClC=1C=NN2C1N=C(C(=C2)O)C